2-(2,5-dimethoxyphenyl)imidazole COC1=C(C=C(C=C1)OC)C=1NC=CN1